6-(5-(1-isobutylpiperidin-4-yl)-3-isopropyl-1H-indol-2-yl)-2,8-dimethyl-[1,2,4]triazolo[1,5-a]pyridine C(C(C)C)N1CCC(CC1)C=1C=C2C(=C(NC2=CC1)C=1C=C(C=2N(C1)N=C(N2)C)C)C(C)C